N1=CC(=CC=C1)CCC(=O)NCCCC[C@H](N)C(=O)O N6-(3-(pyridin-3-yl)propanoyl)-lysine